O=C1N(CC2=C(C=CC=C12)N1CC(C1)N1CCNCC1)C1CNCCC1 3-[1-oxo-4-(3-piperazin-1-ylazetidin-1-yl)isoindolin-2-yl]piperidin